1-(4-(4-Amino-1-isopropyl-1H-pyrazolo[3,4-d]pyrimidin-3-yl)phenyl)-3-(4-(perfluorobutyl)phenyl)urea NC1=C2C(=NC=N1)N(N=C2C2=CC=C(C=C2)NC(=O)NC2=CC=C(C=C2)C(C(C(C(F)(F)F)(F)F)(F)F)(F)F)C(C)C